CN(CC(=O)O)C(C(C)OC(C(CC(=O)OCCCCCCCC)=C)=O)=O N-methyl-N-(2-((2-methylene-4-(octyloxy)-4-oxobutanoyl)oxy)propanoyl)glycine